methyl (2S)-2-[(2S)-2-[(tert-butoxycarbonyl)amino]-6-{[(9H-fluoren-9-ylmethoxy)carbonyl]amino}hexanamido]-3-hydroxypropanoate C(C)(C)(C)OC(=O)N[C@H](C(=O)N[C@H](C(=O)OC)CO)CCCCNC(=O)OCC1C2=CC=CC=C2C=2C=CC=CC12